3-(1-isobutyrylpiperidin-4-yl)oxazolidin-2-one C(C(C)C)(=O)N1CCC(CC1)N1C(OCC1)=O